2-([1,1'-biphenyl]-4-ylmethoxy)thiazole-5-carboxylic acid C1(=CC=C(C=C1)COC=1SC(=CN1)C(=O)O)C1=CC=CC=C1